nitric acid (nitrate) nitrogen [N+3].[N+](=O)([O-])[O-].[N+](=O)(O)[O-].[N+](=O)([O-])[O-].[N+](=O)([O-])[O-]